FC(C1=NN=C(S1)N1N=CC2=C(C=C(C=C12)S(=O)(=O)NC1(CC1)C#N)N1CC2N(C(C1)C2)C(C(C)C)=O)F 1-[({1-[5-(difluoromethyl)(1,3,4-thiadiazol-2-yl)]-4-[6-(2-methylpropanoyl)-3,6-diazabicyclo[3.1.1]hept-3-yl]-1H-indazol-6-yl}sulfonyl)amino]cyclopropanecarbonitrile